ClC1=C(N(C2=CC=CC=C12)C)C=O 3-CHLORO-1-METHYL-1H-INDOLE-2-CARBALDEHYDE